3-(3,3-Difluoroazetidin-1-yl)piperidine FC1(CN(C1)C1CNCCC1)F